N[C@@H]1CN(CCC1)C(C)=O (S)-1-(3-aminopiperidin-1-yl)ethan-1-one